S(F)(F)(F)F sulfur tetrafluoride